C(=C)C1=CC2=C(C(=NS2)C(=N)N)C=C1 6-vinyl-1,2-benzothiazole-3-carboxamidine